ClC1=CC(=C2C(=N1)N(C=N2)COCC[Si](C)(C)C)C=O C5-chloro-3-((2-(trimethylsilyl)ethoxy)methyl)-3H-imidazo[4,5-b]pyridine-7-carbaldehyde